4-(3-methoxyphenyl)-10,10-dimethyl-9-oxo-1-oxa-4-azaspiro[5.5]undec-7-ene-8-carbonitrile COC=1C=C(C=CC1)N1CCOC2(C1)C=C(C(C(C2)(C)C)=O)C#N